[C@H]12CNC[C@H](CC1)N2C=2C(=C(OCCN1CCN(CC1)C(=O)OCC1=CC=CC=C1)C=CC2)F benzyl 4-[2-[3-[(1R,5S)-3,8-diazabicyclo[3.2.1]octan-8-yl]-2-fluoro-phenoxy]ethyl]piperazine-1-carboxylate